3-(R)-aminotetrahydropyran HCl Cl.N[C@H]1COCCC1